1-methyl-9,10-bis(n-hexoxycarbonyloxy)anthracene CC1=CC=CC2=C(C3=CC=CC=C3C(=C12)OC(=O)OCCCCCC)OC(=O)OCCCCCC